6-amino-2-(3,5-dichloro-4-((7-cyclopropyl-1-oxo-2,5,6,7-tetrahydro-1H-cyclopenta[d]pyridazin-4-yl)oxy)phenyl-2-d)-1,2,4-triazine-3,5(2H,4H)-dione NC=1C(NC(N(N1)C1=C(C(=C(C(=C1)Cl)OC=1C2=C(C(NN1)=O)C(CC2)C2CC2)Cl)[2H])=O)=O